1-(3-(triethoxysilyl)propyl)-2,2-diethoxy-1-aza-2-silacyclopentane C(C)O[Si](CCCN1[Si](CCC1)(OCC)OCC)(OCC)OCC